2-(6-Chloro-benzothiazol-2-ylamino)-1-methyl-1H-benzoimidazole-5-carboxylic acid {[methyl-(1-methyl-pyrrolidin-3-yl)-carbamoyl]-methyl}-amide CN(C(=O)CNC(=O)C1=CC2=C(N(C(=N2)NC=2SC3=C(N2)C=CC(=C3)Cl)C)C=C1)C1CN(CC1)C